3-((1-(4-methoxyphenyl)-1H-1,2,3-triazol-4-yl)methyl)-5-phenyl-1-oxa-5-azaspiro[5.5]undec-7,10-diene-4,9-dione COC1=CC=C(C=C1)N1N=NC(=C1)CC1COC2(N(C1=O)C1=CC=CC=C1)C=CC(C=C2)=O